CN(CC(=O)N1CCC(CC1)C=1C=C2C(=C(NC2=CC1)C1=C2C(=NC=C1)NN=C2)C(C)C)C 2-(dimethylamino)-1-(4-(3-isopropyl-2-(1H-pyrazolo[3,4-b]pyridin-4-yl)-1H-indol-5-yl)piperidin-1-yl)ethanone